tert-butyl N-(3-methoxy-5-nitro-2-pyridyl)carbamate COC=1C(=NC=C(C1)[N+](=O)[O-])NC(OC(C)(C)C)=O